O1C=CC2=C1C=CC=C2OC2=CC(=C(C=C2)C(=O)C2=CNC=1N=CN=C(C12)Cl)Cl (4-(benzofuran-4-yloxy)-2-chlorophenyl)(4-chloro-7H-pyrrolo[2,3-d]pyrimidin-5-yl)methanone